FC1(CCN(CC1)C1=C(C=C(C=N1)NC(=O)NC1=CNC2=NC=C(C=C21)OC)C)F 1-(6-(4,4-difluoropiperidin-1-yl)-5-methylpyridin-3-yl)-3-(5-methoxy-1H-pyrrolo[2,3-b]pyridin-3-yl)urea